N1C2=C(NCCC1)C=CC=C2 1,3,4,5-tetrahydro-2H-benzo[b][1,4]diazepine